C(C)(C)(C)CC(C)(C)OC(=O)N(C(=O)OC1=NC=NC2=CC=C(C=C12)C1=NOC(=N1)C)C1=NC(=CC(=N1)C1=C(C=CC=C1C)COCC1=CC=CC=C1)Cl 6-(5-methyl-1,2,4-oxadiazol-3-yl)quinazolin-4-ol tert-butyl-N-[4-[2-(benzyloxymethyl)-6-methyl-phenyl]-6-chloro-pyrimidin-2-yl]-N-tert-butoxycarbonyl-carbamate